C(C)(C)N(C(C)C)P(OC)CP(OCC)(OCC)=O diethyl (((diisopropylamino)(methoxy)phosphaneyl)methyl)phosphonate